CC1(OC=C(O1)[C@H]1[C@@H]([C@@H]2[C@@H](OC(O2)(C)C)O1)OCC(=O)NCCCCCOC1=CC2=CC=CC=C2C=C1)C 2-(((3ar,5R,6s,6ar)-5-((R)-2,2-dimethyl-1,3-dioxol-4-yl)-2,2-dimethyltetrahydrofurano[2,3-d][1,3]dioxol-6-yl)oxy)-N-(5-(naphthalen-2-yloxy)pentyl)acetamide